FC(C(=O)O)(F)F.FC=1C=2N(C=C(C1)NC(=O)N1C(CC=3C1=NC=CC3N3CCNCC3)C)C=C(N2)C N-(8-fluoro-2-methylimidazo[1,2-a]pyridin-6-yl)-2-methyl-4-(piperazin-1-yl)-2,3-dihydro-1H-pyrrolo[2,3-b]pyridine-1-carboxamide 2,2,2-trifluoroacetate